C(C1=CC=CC=C1)C1CCN(CC1)CCN(C(CC)=O)C(C)C1=CC=CC=C1 N-(2-(4-benzylpiperidin-1-yl)ethyl)-N-(1-phenylethyl)propionamide